ONC(=N)N N-hydroxyguanidin